(R)-4-(3-((5-Bromo-2-((3-methyl-1-(1-methylpyrrolidin-3-yl)-1H-pyrazol-4-yl)amino)pyrimidin-4-yl)amino)propyl)-1,4-oxazepan-5-on BrC=1C(=NC(=NC1)NC=1C(=NN(C1)[C@H]1CN(CC1)C)C)NCCCN1CCOCCC1=O